COC1=NC(=CC=C1NC(=O)C=1C(=NOC1C)C1=CC=CC=C1)C1=CC=C(C=C1)CN1CC2(COC2)C1 N-[2-methoxy-6-[4-(2-oxa-6-azaspiro[3.3]heptan-6-ylmethyl)phenyl]-3-pyridyl]-5-methyl-3-phenyl-isoxazole-4-carboxamide